1-{4-[4-({[3-(trifluoromethyl)phenyl]methyl}carbamoyl)-1H-1,2,3-triazol-1-yl]butyl}-N-{[4-(trifluoromethyl)pyridin-2-yl]methyl}-1H-1,2,3-triazole-4-carboxamide FC(C=1C=C(C=CC1)CNC(=O)C=1N=NN(C1)CCCCN1N=NC(=C1)C(=O)NCC1=NC=CC(=C1)C(F)(F)F)(F)F